3-amino-phenoxazine NC=1C=CC=2NC3=CC=CC=C3OC2C1